C(NC(C1=CN=CC=C1NC1=CC=CC=2C3=C(CN(C12)C([2H])([2H])[2H])N=CC=N3)=O)([2H])([2H])[2H] N-(methyl-d3)-4-((6-(methyl-d3)-5,6-dihydropyrazino[2,3-c]quinolin-7-yl)amino)nicotinamide